2-(4-((1-methylpiperidin-4-yl)amino)phthalazin-1-yl)-5-(trifluoromethyl)phenol CN1CCC(CC1)NC1=NN=C(C2=CC=CC=C12)C1=C(C=C(C=C1)C(F)(F)F)O